N-(2-CHLORO-7-((2R,3S,4R,5R)-3-FLUORO-4-HYDROXY-5-(HYDROXYMETHYL)TETRAHYDROFURAN-2-YL)-7H-PYRROLO[2,3-D]PYRIMIDIN-4-YL)STEARAMIDE ClC=1N=C(C2=C(N1)N(C=C2)[C@@H]2O[C@@H]([C@H]([C@@H]2F)O)CO)NC(CCCCCCCCCCCCCCCCC)=O